FC1(CC1)C=1C=2N(C=C(C1)C(=O)OC)C=C(N2)C methyl 8-(1-fluorocyclopropyl)-2-methylimidazo[1,2-a]pyridine-6-carboxylate